ClC1=CC=C(C=N1)N(C1=NN(C=2C1=NC(=CC2)C(=O)OC)C2CCOCC2)C Methyl 3-[(6-chloropyridin-3-yl)(methyl)amino]-1-(oxan-4-yl)pyrazolo[4,3-b]pyridine-5-carboxylate